tert-butyl 4-[(7-{2,8-dimethylimidazo[1,2-b]pyridazin-6-yl}-1,8-naphthyridin-3-yl)amino]piperidine-1-carboxylate CC=1N=C2N(N=C(C=C2C)C2=CC=C3C=C(C=NC3=N2)NC2CCN(CC2)C(=O)OC(C)(C)C)C1